N1=C(N=CC2=C1CCC2)CC=2N=C(C1=C(N2)OC(=C1C(=O)N)C)NC1(CC1)C {5H,6H,7H-cyclopenta[d]pyrimidin-2-ylmethyl}-6-methyl-4-[(1-methylcyclopropyl)amino]furo[2,3-d]pyrimidine-5-carboxamide